3,6-bis(5-amino-4-trifluoromethyl-3-pyridyloxy)benzonorbornene NC=1C(=C(C=NC1)OC1C2C3=C(C1CC2)C=C(C=C3)OC=3C=NC=C(C3C(F)(F)F)N)C(F)(F)F